[Ca+2].[N-](S(=O)(=O)C(F)(F)F)S(=O)(=O)C(F)(F)F.[N-](S(=O)(=O)C(F)(F)F)S(=O)(=O)C(F)(F)F bis(trifluoromethanesulfonyl)imide calcium salt